butynyl bromide C(#CCC)Br